butylphosphino-3-methoxy-6-methyl-2',4',6'-triisopropyl-1,1-biphenyl C(CCC)PC1=C(C(=CC=C1OC)C)C1=C(C=C(C=C1C(C)C)C(C)C)C(C)C